OC12CC(C1)(C2)C(=O)OC methyl 3-hydroxybicyclo[1.1.1]pentane-1-carboxylate